CC(=O)OP(=O)(O)O The molecule is an acyl monophosphate in which the acyl group specified is acetyl. It has a role as an Escherichia coli metabolite, a human metabolite and a mouse metabolite. It is a conjugate acid of an acetyl phosphate(1-).